C1(=CC=CC=C1)[S@](=O)CC1=CC=C(C=C1)C1=CC=CC=C1 (R)-4-(phenylsulfinyl)methyl-1,1'-biphenyl